BrC=1C=C(C=CC1)C1(CCC1)C#N 1-(3-bromophenyl)cyclobutane-1-carbonitrile